C(C1=CC=CC=C1)C1=C(C=CC=2N3C(COCC21)=NN=C3C)C#C 7-benzyl-8-ethynyl-1-methyl-4H,6H-benzo[e][1,2,4]triazolo[3,4-c][1,4]oxazepine